N-(4-(4-(propylsulfonyl)piperazin-1-yl)-7H-pyrrolo[2,3-d]pyrimidin-2-yl)cyclopropylcarboxamide C(CC)S(=O)(=O)N1CCN(CC1)C=1C2=C(N=C(N1)NC(=O)C1CC1)NC=C2